5-(4-(2-(2-(2-(2-(2-(4-((6-hydroxy-2-(4-(methylsulfonyl)phenyl)naphthalen-1-yl)oxy)phenoxy)ethoxy)ethoxy)ethoxy)ethyl)piperazin-1-yl)-1-oxoisoindolin-2-yl)piperidine-2,6-dione OC=1C=C2C=CC(=C(C2=CC1)OC1=CC=C(OCCOCCOCCOCCC2N(CCNC2)C2=C3CN(C(C3=CC=C2)=O)C2CCC(NC2=O)=O)C=C1)C1=CC=C(C=C1)S(=O)(=O)C